FC1=C(C=C(C=C1)N=C=O)C 1-fluoro-4-isocyanato-2-methylbenzene